C(#N)CC(=O)N1CC2CCC(C1)N2C2=C1C(=NC(=C2)NC(=O)C2CC2)NC=C1 N-(4-(3-(2-cyanoacetyl)-3,8-diazabicyclo[3.2.1]oct-8-yl)-1H-pyrrolo[2,3-b]pyridin-6-yl)cyclopropylcarboxamide